CN1C=C(C=C(C1=O)NC1=NNC(=C1)C)C1=CC=NC(=C1C=O)N1C(C=2N(C=3CCCCC3C2)CC1)=O 4-(1-Methyl-5-(5-methyl-1H-pyrazol-3-ylamino)-6-oxo-1,6-dihydropyridin-3-yl)-2-(1-oxo-3,4,6,7,8,9-hexahydropyrazino[1,2-a]indol-2(1H)-yl)nicotinaldehyde